(3-mercaptopropyl)ammonium chloride [Cl-].SCCC[NH3+]